5-(((1R,3S,5S)-8-azabicyclo[3.2.1]oct-3-yl)amino)-7-((5-methyl-1H-pyrazol-3-yl)amino)-1,6-naphthyridine-3-carboxylic acid methyl ester dihydrochloride Cl.Cl.COC(=O)C=1C=NC2=CC(=NC(=C2C1)NC1C[C@H]2CC[C@@H](C1)N2)NC2=NNC(=C2)C